C(C)(C)(C)OC(=O)N1C(CC(=CC1)C1=C(C(=C(C=C1)[N+](=O)[O-])N)OCC(F)F)C 4-(3-amino-2-(2,2-difluoroethoxy)-4-nitrophenyl)-2-methyl-3,6-dihydropyridine-1(2H)-carboxylic acid tert-butyl ester